diphenyliodonium trisfluoromethanesulfonate FC(S(=O)(=O)[O-])(F)F.C1(=CC=CC=C1)[I+]C1=CC=CC=C1